OCCOC1=C(C=C(C=C1C)C=1NC(C2=C(N1)N=C(C=C2C)C)=O)C 2-[4-(2-hydroxy-ethoxy)-3,5-dimethyl-phenyl]-5,7-dimethyl-3H-pyrido-[2,3-d]pyrimidin-4-one